C(C1=CC=CC=C1)(=S)SC(C)(C)C#N (l)-2-cyano-2-propyl dithiobenzoate